C1=CC=CC=2C3=CC=CC=C3C(C12)COC(=O)NCCOCCOCCOCCOCCOCCOCCOCCOCCC(=O)ON1C(CCC1=O)=O 2,5-dioxopyrrolidin-1-yl 1-({[(9H-fluoren-9-yl)methoxy]carbonyl}amino)-3,6,9,12,15,18,21,24-octaoxaheptacosan-27-oate